CC1=CC=CC=2C1=NOC2C(=O)OCC ethyl 7-methylbenzo[c]isoxazole-3-carboxylate